Cl.N[C@@H](CCC(=O)N)[C@@H](C)OCC1=CC=C(C=C1)CCCOCCCCOCCCC1=CC2=C(N(C(N2C)=O)C2C(NC(CC2)=O)=O)C=C1 (4S,5R)-4-amino-5-([4-[3-(4-[3-[1-(2,6-dioxopiperidin-3-yl)-3-methyl-2-oxo-1,3-benzodiazol-5-yl]propoxy]butoxy)propyl]phenyl]meth-oxy)hexanamide hydrochloride